6-cyclobutyl-3-nitropyridin-2-ol C1(CCC1)C1=CC=C(C(=N1)O)[N+](=O)[O-]